C[C@]12CC(C[C@](CCC1)(N2)C)N(C2=CC=C(N=N2)C2=C(C=C(C=C2F)C2=CN=NC(=C2)OC)O)CCF 2-(6-(((1R,3s,5S)-1,5-dimethyl-9-azabicyclo[3.3.1]nonan-3-yl)(2-fluoroethyl)amino)pyridazin-3-yl)-3-fluoro-5-(6-methoxypyridazin-4-yl)phenol